OC1=C(C=CC(=C1)O)C(CC(C)C)=O 1-(2,4-dihydroxyphenyl)-3-methylbutan-1-one